N-bocserinol Tin Aluminium [Al].[Sn].C(=O)(OC(C)(C)C)NC(CO)CO